C(CCC)OCCO Monoethylenglycol monobutyl ether